C1CC(CC2CCC3C4CCC(C4CCC3=C12)O)O tetradecahydro-1H-cyclopenta[a]phenanthrene-3,17-diol